6-bromo-3-trifluoromethyl-1,3-dihydroisobenzofuran-5-amine BrC1=C(C=C2C(OCC2=C1)C(F)(F)F)N